C1(CCC1)CN(C(OC(C)(C)C)=O)[C@H]1CN(CCC1)C=1C=NC(=CC1)C(C)N1C=NC(=C1)C=1C=NC=C(C1)OC tert-butyl (cyclobutylmethyl)((3R)-1-(6-(1-(4-(5-methoxypyridin-3-yl)-1H-imidazol-1-yl)ethyl)pyridin-3-yl)piperidin-3-yl)carbamate